3-(1-oxo-5-(((1R,2S)-2-(3-(pyrimidin-2-yl)azetidin-1-yl)cyclohexyl)oxy)isoindolin-2-yl)piperidine-2,6-dione O=C1N(CC2=CC(=CC=C12)O[C@H]1[C@H](CCCC1)N1CC(C1)C1=NC=CC=N1)C1C(NC(CC1)=O)=O